C1C(O1)COC2=CC=CC3=CC=CC=C32 NAPHTHYL GLYCIDYL ETHER